NC1=NC=CC(=C1Cl)SC=1N=CC(=NC1)N1CCC2(CC1)[C@@H](C1=C(N=CS1)C2)N (S)-1'-(5-((2-amino-3-chloropyridin-4-yl)thio)pyrazin-2-yl)-4,6-dihydrospiro[cyclopenta[d]thiazole-5,4'-piperidin]-6-amine